C1(=CC=C2C=CC3=C(C=CC4=CC=C1C2=C34)B(O)O)B(O)O pyrene-1,6-diyl-diboronic acid